ClC=1C=C(C=CC1)C#CC1=NN=C2N1CCNC2 3-[2-(3-chlorophenyl)ethynyl]-5,6,7,8-tetrahydro-[1,2,4]triazolo[4,3-a]pyrazine